S1C2=C(C(=C1)C1C(=C(NC(=C1C#N)C1=CC=CC=C1)C)C#N)C=CC=C2 4-(benzo[b]thiophen-3-yl)-2-methyl-6-phenyl-1,4-dihydropyridine-3,5-dinitrile